BrC1=C(C=CC=C1Cl)C1=C(C(=C(C(=C1[2H])[2H])[2H])[2H])[2H] 2-bromo-3-chloro-1,1'-biphenyl-2',3',4',5',6'-d5